5-(1-(ethylsulfonyl)piperidin-4-yl)-3-isopropyl-2-(2-methylpyridin-4-yl)-1H-indole C(C)S(=O)(=O)N1CCC(CC1)C=1C=C2C(=C(NC2=CC1)C1=CC(=NC=C1)C)C(C)C